1-[2-chloro-4-(trifluoromethyl)phenyl]-3-[1-[2-(5-cyano-2-pyridyl)-1,2,4-triazol-3-yl]ethyl]urea ClC1=C(C=CC(=C1)C(F)(F)F)NC(=O)NC(C)C=1N(N=CN1)C1=NC=C(C=C1)C#N